N-(3-methyl-4-(4,4,5,5-tetramethyl-1,3,2-dioxaborolan-2-yl)phenyl)-2-(morpholinomethyl)acrylamide CC=1C=C(C=CC1B1OC(C(O1)(C)C)(C)C)NC(C(=C)CN1CCOCC1)=O